N-[[8-(benzenesulfonyl)-8-azaspiro[2.5]octan-2-yl]methyl]-1H-pyrrolo[3,2-c]pyridine-2-carboxamide C1(=CC=CC=C1)S(=O)(=O)N1CCCCC12C(C2)CNC(=O)C2=CC=1C=NC=CC1N2